CS(=O)(=O)OC(C)C1=CC=2C=NC(=CC2N1COCC[Si](C)(C)C)NC(=O)C1=CC=C2C=NN(C2=C1)C 1-[6-(1-methylindazole-6-amido)-1-[[2-(trimethylsilyl)ethoxy]methyl] pyrrolo[3,2-c]pyridin-2-yl]ethyl methanesulfonate